P(=O)([O-])([O-])[O-].[Ba+2].P(=O)([O-])([O-])[O-].[Ba+2].[Ba+2] barium phosphate salt